2-(3,5-Dichloro-4-((2-isopropyl-5-oxo-2,5-dihydro-1H-pyrazol-3-yl)oxy)phenyl)-3,5-dioxo-2,3,4,5-tetrahydro-1,2,4-triazine-6-carbonitrile ClC=1C=C(C=C(C1OC=1N(NC(C1)=O)C(C)C)Cl)N1N=C(C(NC1=O)=O)C#N